tert-butyl 3-(5-amino-6-methoxypyridin-2-yl)piperidine-1-carboxylate NC=1C=CC(=NC1OC)C1CN(CCC1)C(=O)OC(C)(C)C